methyl 3-methoxy-2-oxo-4-(phenylamino)-2H-pyran-6-carboxylate COC=1C(OC(=CC1NC1=CC=CC=C1)C(=O)OC)=O